C(C1=CC=CC=C1)N1CCC(CC1)C(=O)NCC1=C(C=C(C(=C1)F)Cl)Cl 1-benzyl-N-(2,4-dichloro-5-fluorobenzyl)piperidine-4-carboxamide